benzyl (2S)-3-methyl-2-(morpholine-3-carbonylamino)butanoate CC([C@@H](C(=O)OCC1=CC=CC=C1)NC(=O)C1NCCOC1)C